tungstacyclobutene [W]1=CCC1